(R*)-6-[4-Ethyl-3-(hydroxymethyl)-5-oxo-1,2,4-triazol-1-yl]-7-fluoro-4-isopropyl-2-(o-tolyl)-3,4-dihydroisoquinolin-1-one C(C)N1C(=NN(C1=O)C=1C=C2[C@H](CN(C(C2=CC1F)=O)C1=C(C=CC=C1)C)C(C)C)CO |o1:11|